C(=O)C=1N(C2=CC(=CC=C2C1)CN1C(C2=CN=CC=C2C=C1)=O)C(=O)OC(C)(C)C tert-butyl 2-formyl-6-[(1-oxo-2,7-naphthyridin-2-yl)methyl]indole-1-carboxylate